CC1=C(C=C(C(=C1)OC1=CC(=NN1CC)C(F)(F)F)Cl)N\C=N\[H] (E)-N-[2-methyl-4-(1-ethyl-3-trifluoromethyl-1H-pyrazol-5-yloxy)-5-chlorophenyl]formamidine